BrC1=CC(=C(C=O)C=C1)C 4-bromo-2-methylbenzaldehyde